3-(4,5-bis((benzyloxy)methyl)thiazol-2-yl)propionic acid ethyl ester C(C)OC(CCC=1SC(=C(N1)COCC1=CC=CC=C1)COCC1=CC=CC=C1)=O